P1(OCCCCCO1)[O-].[Na+] sodium pentamethylene phosphite